[N+](=O)([O-])C=1C(=C(C(C(=O)O)=CC1)C(=O)O)[N+](=O)[O-] dinitrophthalic acid